C(C)(C)(C)P(C1=C(C(=C(C(=C1C)C)C)C)C1=C(C=C(C=C1C(C)C)C(C)C)C(C)C)C(C)(C)C 2-di-t-butylphosphino-3,4,5,6-tetramethyl-2',4',6'-triisopropyl-1,1'-biphenyl